C(CCC)C1=NC2(C(N1CC1=CC(=C(C=C1)C=1C(=CC=CC1)S(=O)(=O)NC1=NOC(=C1C)C)COCC1CC1)=O)CCCC2 4'-((2-butyl-4-oxo-1,3-diazaspiro[4.4]non-1-en-3-yl)methyl)-2'-((cyclopropylmethoxy)methyl)-N-(4,5-dimethylisoxazol-3-yl)-[1,1'-biphenyl]-2-sulfonamide